FC1=CC=C(C=C1)C1=NNC=C1 3-(4-fluorophenyl)-1H-pyrazol